benzenedicarboxanilide C=1(C(=CC=CC1)C(=O)NC1=CC=CC=C1)C(=O)NC1=CC=CC=C1